(E)-1-(2,4-dihydroxy-3,5-dimethylphenyl)-3-(3,4,5-trimethoxyphenyl)prop-2-en-1-one OC1=C(C=C(C(=C1C)O)C)C(\C=C\C1=CC(=C(C(=C1)OC)OC)OC)=O